C(C=C)C1=C(O[Si](C)(C)C)C=CC=C1 (2-allylphenoxy)trimethylsilane